(4R)-4-[3-[3-[6-(5-Oxa-2-azaspiro[3.4]octan-2-yl)-3-pyridyl]azetidin-1-yl]-3-oxo-propyl]oxazolidin-2-one C1N(CC12OCCC2)C2=CC=C(C=N2)C2CN(C2)C(CC[C@H]2NC(OC2)=O)=O